1-(Endo-3-((4-((4-([1,2,4]triazolo[1,5-a]pyridin-7-yloxy)-3-methylphenyl)amino)pyrido[3,4-d]pyrimidin-6-yl)oxy)-8-azabicyclo[3.2.1]oct-8-yl)prop-2-en-1-one N=1C=NN2C1C=C(C=C2)OC2=C(C=C(C=C2)NC=2C1=C(N=CN2)C=NC(=C1)OC1CC2CCC(C1)N2C(C=C)=O)C